C12(CCC(CC1)C2)[Si](OC)(OC)C21CCC(CC2)C1 di-norbornyldimethoxysilane